tert-butyl (2-((S)-2-cyanopyrrolidin-1-yl)-2-oxoethyl)(3-((2-hydroxy ethyl)thio)adamantan-1-yl)carbamate C(#N)[C@H]1N(CCC1)C(CN(C(OC(C)(C)C)=O)C12CC3(CC(CC(C1)C3)C2)SCCO)=O